S(SCC[C@@H](CS(=O)[O-])N=[N+]=[N-])CC[C@@H](CS(=O)[O-])N=[N+]=[N-].[Na+].[Na+] sodium (2S,2'S)-4,4'-disulfanediylbis(2-azidobutane-1-sulfinate)